[N+](=O)([O-])C1=C(C=C(C=C1)C)C 4-nitro-1,3-xylene